2-ethylundecanal C(C)C(C=O)CCCCCCCCC